[(3R,5S)-5-fluoro-1-methyl-3-piperidyl]amine F[C@H]1C[C@H](CN(C1)C)N